ClC=1C=C2C(=CC1Cl)NC([C@]21CN(CC1)C(=O)C1CC(C1)O)=O (S)-5,6-dichloro-1'-((1r,3S)-3-hydroxycyclobutane-1-carbonyl)spiro[indoline-3,3'-pyrrolidin]-2-one